N-t-butyloxycarbonyl-imidazole C(C)(C)(C)OC(=O)N1C=NC=C1